(S)-(3-(1-(Difluoromethyl)-1H-pyrazol-4-yl)-2,7-dimethyl-2,4,5,7-tetrahydro-6H-pyrazolo[3,4-c]pyridin-6-yl)(quinolin-6-yl)methanone FC(N1N=CC(=C1)C=1N(N=C2[C@@H](N(CCC21)C(=O)C=2C=C1C=CC=NC1=CC2)C)C)F